ClC=1C(=NC=CC1SC=1N=CC(=NC1)N1CCC2([C@@H](C=3N(N=CC3)C2)N)CC1)N1C=NC=C1 (S)-1-(5-((3-chloro-2-(1H-imidazol-1-yl)pyridin-4-yl)thio)pyrazin-2-yl)-4'H,6'H-spiro[piperidine-4,5'-pyrrolo[1,2-b]pyrazol]-4'-amine